7-(trans-2-((cyclopropylmethyl)amino)-cyclopropyl)-N-(5-methyl-1,3,4-thiadiazol-2-yl)-2,3-dihydro-1-benzofuran-5-carboxamide C1(CC1)CN[C@H]1[C@@H](C1)C1=CC(=CC=2CCOC21)C(=O)NC=2SC(=NN2)C